CC=1C(=NC=NC1C)N1CCN(CC1)CC=1OC2=C(N1)C=C(C=C2)C(F)(F)F 2-((4-(5,6-dimethylpyrimidin-4-yl)piperazin-1-yl)methyl)-5-(trifluoromethyl)benzo[d]oxazole